FC(CC(CN1N=CC(=C1)C=1N=C(C=2N(C1)N=CC2)C=2C=NN(C2)C(CC)CC)O)(F)F 4,4,4-trifluoro-1-(4-(4-(1-(pent-3-yl)-1H-pyrazol-4-yl)pyrazolo[1,5-a]pyrazin-6-yl)-1H-pyrazol-1-yl)butan-2-ol